caprylyl iminodipropionate N(CCC(=O)[O-])CCC(=O)OC(CCCCCCC)=O